(4-(cyclopentyloxy)-3-methoxyphenyl)(4-(4,4,5,5-tetramethyl-1,3,2-dioxaborolan-2-yl)-3,6-dihydropyridin-1(2H)-yl)methanone C1(CCCC1)OC1=C(C=C(C=C1)C(=O)N1CCC(=CC1)B1OC(C(O1)(C)C)(C)C)OC